CS(=O)(=O)CC=1C=C(C(=O)O)C=CC1 3-[(methylsulfonyl)methyl]benzoic acid